SCCC[SiH2]C(OCC)OCC 3-mercaptopropyl-diethoxymethylsilane